butylitaconate C(CCC)OC(C(=C)CC(=O)[O-])=O